6'-(3-sulfobutoxy)-2',3'-dihydrospiro[cyclohexane-1,1'-indene]-4-carboxylic acid S(=O)(=O)(O)C(CCOC1=CC=C2CCC3(C2=C1)CCC(CC3)C(=O)O)C